BrC=1C=NN(C1\C=C(/C#N)\C1=CSC=C1)C (Z)-3-(4-bromo-1-methyl-1H-pyrazol-5-yl)-2-(thiophen-3-yl)acrylonitrile